ClC1=CC2=C(C=N1)N=CS2 6-Chlorothiazolo[4,5-c]Pyridine